hydroxyethylsulfide bis(2-mercaptoacetate) SCC(=O)O.SCC(=O)O.OCCSCCO